N(NC(=S)N)=CC1=CC=C(C=NNC(=S)N)C=C1 terephthalaldehyde bisthiosemicarbazone